(S)-(5-(2-fluorophenoxy)-2-(3-(3-fluoropyridin-2-yloxy)pyrrolidin-1-yl)phenyl)methanol FC1=C(OC=2C=CC(=C(C2)CO)N2C[C@H](CC2)OC2=NC=CC=C2F)C=CC=C1